17α,21-dihydroxy-pregn-4-ene-3,20-dione O[C@]1(C(CO)=O)CC[C@H]2[C@@H]3CCC4=CC(CC[C@]4(C)[C@H]3CC[C@]12C)=O